FC1=C(C=C(C=C1)NC(C1=C(C=CC(=C1)C(F)(F)F)OC1=C(C=C(C=C1)F)C)=O)CO (2-Fluoro-5-(2-(4-fluoro-2-methylphenoxy)-5-(trifluoromethyl)benzamido)phenyl)(hydroxy)methane